CC1(CCCC1)COC1=NC=NC=C1C#N 4-((1-methylcyclopentyl)methoxy)pyrimidine-5-carbonitrile